3-(difluoromethyl)-1-(1-(4-oxobutyryl)piperidin-4-yl)-1H-pyrazole FC(C1=NN(C=C1)C1CCN(CC1)C(CCC=O)=O)F